CN1C=NC=2C1=C1C(=NC2)NC=C1C(=O)OCC ethyl 1-methyl-1,6-dihydroimidazo[4,5-d]pyrrolo[2,3-b]pyridine-8-carboxylate